2-chloro-8-methyl-N-(2-(methylsulfonyl)phenyl)-9-((2-(trimethylsilyl)ethoxy)methyl)-9H-purin-6-amine ClC1=NC(=C2N=C(N(C2=N1)COCC[Si](C)(C)C)C)NC1=C(C=CC=C1)S(=O)(=O)C